C(C)(C)(C)C=1N(C=CN1)C(=O)NCC(C)C (tert-butyl)-N-isobutyl-1H-imidazole-1-carboxamide